N-(1'-(3-((4,4-difluoropiperidin-1-yl)sulfonyl)benzoyl)-4,5-dihydro-3H-spiro[furan-2,3'-indolin]-5'-yl)methanesulfonamide FC1(CCN(CC1)S(=O)(=O)C=1C=C(C(=O)N2CC3(C4=CC(=CC=C24)NS(=O)(=O)C)OCCC3)C=CC1)F